[N+](=O)([O-])C1=C(C=CC=C1)N1CC2(CC1)CCN(CC2)C(=O)OC(C)(C)C tert-butyl 2-(2-nitrophenyl)-2,8-diazaspiro[4.5]decane-8-carboxylate